C12COCC(CC1)N2C2=NC(=NC(=N2)N2C1COCC2CC1)C=1C(=CC(=NC1)N)C(F)F 5-(4-(3-oxa-8-azabicyclo[3.2.1]octan-8-yl)-6-(3-oxa-8-azabicyclo[3.2.1]octan-8-yl)-1,3,5-triazin-2-yl)-4-(difluoromethyl)pyridin-2-amine